octan-1-amide C(CCCCCCC)(=O)N